C1(CCC1)CNCC=1N(C2=CC(=CC=C2C1)CN1N=NC(=C1)C1=C2C=NN(C2=CC(=C1)C)C1OCCCC1)C(=O)OC(C)(C)C Tert-butyl 2-(((cyclobutylmethyl)amino)methyl)-6-((4-(6-methyl-1-(tetrahydro-2H-pyran-2-yl)-1H-indazol-4-yl)-1H-1,2,3-triazol-1-yl)methyl)-1H-indole-1-carboxylate